3-[(1-aminocyclopropyl)methoxy]-6-[[2-[2-oxo-3-(3-oxo-4H-pyrido[3,2-b][1,4]oxazin-6-yl)-1,3-oxazolidin-5-yl]ethylamino]methyl]-6,7-dihydro-5H-cyclopenta[c]pyridine-4-carbonitrile NC1(CC1)COC1=C(C2=C(C=N1)CC(C2)CNCCC2CN(C(O2)=O)C=2C=CC=1OCC(NC1N2)=O)C#N